2-methyl-1-(5-{[5-(trifluoromethyl)pyrazin-2-yl]oxy}-1H-benzimidazol-1-yl)propan-2-ol CC(CN1C=NC2=C1C=CC(=C2)OC2=NC=C(N=C2)C(F)(F)F)(C)O